7-bromo-3-chloro-5-fluoro-N-(4-methoxybenzyl)quinolin-2-amine BrC1=CC(=C2C=C(C(=NC2=C1)NCC1=CC=C(C=C1)OC)Cl)F